The molecule is a monocarboxylic acid anion that is the conjugate base of steviol, obtained by deprotonation of the carboxy group. It is a conjugate base of a steviol. C[C@@]12CCC[C@@]([C@H]1CC[C@]34[C@H]2CC[C@](C3)(C(=C)C4)O)(C)C(=O)[O-]